4-(2-acryloyl-2,6-diazaspiro[3.4]octan-6-yl)-6-(3,5-dimethyl-1H-indazol-4-yl)-2-morpholinopyrimidine-5-carbonitrile C(C=C)(=O)N1CC2(C1)CN(CC2)C2=NC(=NC(=C2C#N)C2=C1C(=NNC1=CC=C2C)C)N2CCOCC2